N-(1-(benzo[d][1,3]dioxol-5-yl)naphthalen-4-yl)-4-fluorobenzenesulphonamide O1COC2=C1C=CC(=C2)C2=CC=C(C1=CC=CC=C21)NS(=O)(=O)C2=CC=C(C=C2)F